3,3-bis-(p-ethoxy-4-dimethylaminophenyl)phthalide C(C)OC1(CC=C(C=C1)C1(OC(=O)C2=CC=CC=C12)C1=CCC(C=C1)(OCC)N(C)C)N(C)C